CC1=C(C(=O)NC=2SC(=CN2)[N+](=O)[O-])C=CC(=C1)N1CCOCC1 methyl-4-morpholinyl-N-(5-nitrothiazol-2-yl)benzamide